F[C@H]1CN(CC[C@H]1OC)C1=NC=CC(=N1)NC=1N=CC2=C(C=C(C(=C2C1)C(C)C)[C@H]1N(CCC1)C(C=C)=O)N1CC(C1)CS(=O)(=O)C 1-((S)-2-(3-((2-((3S,4R)-3-fluoro-4-methoxypiperidin-1-yl)pyrimidin-4-yl)amino)-5-isopropyl-8-(3-((methylsulfonyl)methyl)azetidin-1-yl)isoquinolin-6-yl)pyrrolidin-1-yl)prop-2-en-1-one